3-hydroxy-2-carbonyl-furan OC1C(OC=C1)=C=O